COC(=O)[C@H]1CCCC=2N1C(N(N2)CC2=CC(=NC1=CC=CC=C21)C(F)(F)F)=O |r| Methyl-(5RS)-3-oxo-2-{[2-(trifluoromethyl)quinolin-4-yl]methyl}-2,3,5,6,7,8-hexahydro[1,2,4]triazolo[4,3-a]pyridine-5-carboxylate